2-(3-methoxy-5-methylphenoxy)aniline COC=1C=C(OC2=C(N)C=CC=C2)C=C(C1)C